[I-].CC1=C(C=CC=C1)P(C1=CC=CC=C1)C1=CC=CC=C1.[Bi+3].[I-].[I-] bismuth methyl-triphenylphosphine iodide